N-(pyridin-4-ylmethyl)ethylamine N1=CC=C(C=C1)CNCC